NCC1CC2(C1)OC(N(C2)[C@@H](C)C=2C=CC=C1C(=C(NC21)C2=NN=NN2)C2=CC(=C(C=C2)CS(=O)(=O)C)F)=O (2S,4r)-2-(aminomethyl)-7-((S)-1-(3-(3-fluoro-4-((methylsulfonyl)methyl)phenyl)-2-(1H-tetrazol-5-yl)-1H-indol-7-yl)ethyl)-5-oxa-7-azaspiro[3.4]octan-6-one